(S)-3-amino-3-(3'-methoxy-6-(trifluoromethoxy)biphenyl-3-yl)propionic acid ethyl ester C(C)OC(C[C@@H](C=1C=C(C(=CC1)OC(F)(F)F)C1=CC(=CC=C1)OC)N)=O